3-((1-(4-methoxybenzyl)-3-(trifluoromethyl)-1,4,5,6-tetrahydro-7H-pyrazolo[3,4-b]pyridine-7-yl)methyl)bicyclo[1.1.1]pentane-1-carboxylic acid COC1=CC=C(CN2N=C(C3=C2N(CCC3)CC32CC(C3)(C2)C(=O)O)C(F)(F)F)C=C1